4-bromo-2-methyl-2,7-naphthyridin-1(2H)-one BrC1=CN(C(C2=CN=CC=C12)=O)C